C(C1=CC=CC=C1)N1C=C(C2=CC=C(C=C12)CNCC=1NC2=CC=CC=C2C1C1NC(C2=CC=C(C=C12)O)=O)CCNC(OC(C)(C)C)=O tert-butyl (2-(1-benzyl-6-((((3-(6-hydroxy-3-oxoisoindolin-1-yl)-1H-indol-2-yl)methyl)amino)methyl)-1H-indol-3-yl)ethyl)carbamate